C(C)(=O)N1CCP(CC1)(=O)C1=CC2=C(N=C(N=C2N[C@H](C)C2=C(C(=CC=C2)C(C(C)(C)OC)(F)F)F)C)C=N1 1-acetyl-4-[4-({(1R)-1-[3-(1,1-difluoro-2-methoxy-2-methylpropyl)-2-fluorophenyl]ethyl}amino)-2-methylpyrido[3,4-d]pyrimidin-6-yl]-1,4lambda5-azaphosphinan-4-one